FC(C(=O)O)(F)F.N1N=C(C=C1)N1N=CC=2C1=NC=C1C2N(C=C1)S(=O)(=O)N 6-(1H-pyrazol-3-yl)pyrazolo[3,4-b]pyrrolo[2,3-d]pyridine-1(6H)-sulfonamide trifluoroacetate